butyl (3-(3-fluoro-4-((2-methyl-1H-imidazol-1-yl)methyl)phenyl)-5-isobutylthiophen-2-yl)sulfonylcarbamate FC=1C=C(C=CC1CN1C(=NC=C1)C)C1=C(SC(=C1)CC(C)C)S(=O)(=O)NC(OCCCC)=O